4-amino-9-(2-((1R,3S,5R)-3-((6-bromopyridin-2-yl)carbamoyl)-2-azabicyclo[3.1.0]hex-2-yl)-2-oxoethyl)-8-methyl-9H-pyrimido[4,5-b]indole-6-carboxylic acid NC1=NC=NC=2N(C3=C(C=C(C=C3C21)C(=O)O)C)CC(=O)N2[C@@H]1C[C@@H]1C[C@H]2C(NC2=NC(=CC=C2)Br)=O